FC1=C(C=NC(=C1)C(NC)=O)N1CCN(CC1)C(=O)OC(C)(C)C tert-butyl 4-(4-fluoro-6-(methylcarbamoyl)pyridin-3-yl)piperazine-1-carboxylate